[Ni]=O.[V].[Li] Lithium vanadium nickel oxide